C(OC(C)(C)C)(OCCl)=O t-butyl (chloromethyl) carbonate